C(CCC)OP(=O)(OCCCC)[O-].C[N+](CC)(CC)CC methyltriethylammonium dibutyl-phosphate